NCCN1CCN(CC1)CCN bis-(2-aminoethyl)-piperazine